(Z)-2-(6-methoxy-2-oxoindolin-3-ylidene)-N-(4-(trifluoromethyl)phenyl)hydrazinecarbothioamide COC1=CC=C2/C(/C(NC2=C1)=O)=N/NC(NC1=CC=C(C=C1)C(F)(F)F)=S